N1N=CC(=C1)C=1C=C(N)C=C(C1)C(F)(F)F 3-(1H-pyrazol-4-yl)-5-(trifluoromethyl)aniline